C1=CC=C(C(=C1)F)SSC2=CC=CC=C2F 2,2'-difluorodiphenyldisulfide